ClC=1C=C(C=CC1)N1N=C(C2C1C(N(CC2)C2=CC=C1CCN(C(C1=C2)=O)C)=O)C(=O)NCCO 1-(3-Chlorophenyl)-N-(2-hydroxyethyl)-6-(2-methyl-1-oxo-3,4-dihydroisoquinolin-7-yl)-7-oxo-3a,4,5,7a-tetrahydropyrazolo[3,4-c]pyridine-3-carboxamide